ClC1=C(C=CC(=C1)OCC=1C(=NOC1C1CC1)C1=C(C=CC=C1Cl)Cl)C#CC=1C=C(C2=C(N=C(O2)C2CC2)C1)C(=O)O 5-((2-chloro-4-((5-cyclopropyl-3-(2,6-dichlorophenyl)isoxazol-4-yl)methoxy)phenyl)ethynyl)-2-cyclopropylbenzo[d]oxazole-7-carboxylic acid